(R)-3-(2-(1-(2-(oxetane-3-carbonyl)-2-azaspiro[3.4]octan-6-yl)piperidin-4-yl)phenoxy)propionitrile O1CC(C1)C(=O)N1CC2(C1)C[C@@H](CC2)N2CCC(CC2)C2=C(OCCC#N)C=CC=C2